NC(CCC1(C(C(CCC1)N)C)N)N diaminopropyl-2-methyl-cyclohexane-1,3-diamine